ClC=1N=C(C2=C(N1)C(=C(N=C2)Cl)F)NCC2(CCCCC2)O 1-(((2,7-dichloro-8-fluoropyrido[4,3-d]pyrimidin-4-yl)amino)methyl)cyclohexanol